3-Methyl-N-(5-nitrothiazol-2-yl)-[1,1'-biphenyl]-4-carboxamide CC=1C=C(C=CC1C(=O)NC=1SC(=CN1)[N+](=O)[O-])C1=CC=CC=C1